Fmoc-4,5-dihydroxyisoleucine dicyclohexylmethyl ester C1(CCCCC1)C(C1CCCCC1)OC([C@@H](NC(=O)OCC1C2=CC=CC=C2C2=CC=CC=C12)[C@@H](C)C(CO)O)=O